C(C1=CC=CC=C1)[N+](C)(C)CC benzyl-(ethyl)dimethylammonium